4-[4-bromo-3-hydroxy-7-(2-trifluoromethoxy-phenyl)-quinolin-2-yl]-4-oxo-butyric acid ethyl ester C(C)OC(CCC(=O)C1=NC2=CC(=CC=C2C(=C1O)Br)C1=C(C=CC=C1)OC(F)(F)F)=O